1,3,5-triazin-2,4,6-triamine N1=C(N=C(N=C1N)N)N